(3-bromo-2-methylphenyl)-1-ethyl-4,5,6,7-tetrahydro-1H-imidazo[4,5-c]pyridine-2-amide BrC=1C(=C(C=CC1)C1NCCC2=C1N=C(N2CC)C(=O)N)C